tert-butyl (R)-(E)-3-((3-butyl-7-(ethylthio)-5-(4-fluorophenyl)-1,1-dioxido-2,3,4,5-tetrahydro-1,5-benzothiazepin-8-yl)oxy)acrylate C(CCC)[C@H]1CS(C2=C(N(C1)C1=CC=C(C=C1)F)C=C(C(=C2)O/C=C/C(=O)OC(C)(C)C)SCC)(=O)=O